phenyl (4-(4-amino-7-cyclopropyl-7H-pyrrolo[2,3-d]pyrimidin-5-yl)-2-chlorophenyl)carbamate NC=1C2=C(N=CN1)N(C=C2C2=CC(=C(C=C2)NC(OC2=CC=CC=C2)=O)Cl)C2CC2